COC(=O)C1=NC(=C(C=C1)[N+](=O)[O-])NC[C@H]1OCC1 (S)-5-nitro-6-((oxetane-2-ylmethyl)amino)pyridine-2-carboxylic acid methyl ester